C12N(CC(CC1)CC2)CCNC(=O)C=2C=C(C(=NC2)C)NC(=O)C=2C=NN1C2SC(=C1)C=1C=NN(C1)Br N-(5-((2-(2-azabicyclo[2.2.2]octan-2-yl)ethyl)carbamoyl)-2-methylpyridin-3-yl)-2-(1-bromo-1H-pyrazol-4-yl)pyrazolo[5,1-b]thiazole-7-carboxamide